5-nitro-N-(6-(4-(trifluoromethyl)phenyl)-1-(5-(trifluoromethyl)pyridin-2-yl)-1H-pyrazolo[3,4-d]pyrimidin-4-yl)thiophene-2-carboxamide [N+](=O)([O-])C1=CC=C(S1)C(=O)NC1=C2C(=NC(=N1)C1=CC=C(C=C1)C(F)(F)F)N(N=C2)C2=NC=C(C=C2)C(F)(F)F